ClC1=CC=C(NC2=NC=CC(=C2C#N)OCCO)C=C1 2-(4-Chloroanilino)-4-(2-hydroxyethoxy)pyridine-3-carbonitrile